isotridecyl iodide C(CCCCCCCCCC(C)C)I